C(C)S(=O)(=O)C1=CC=C(C=C1)C(=NO)C1=CC=C(C=C1)S(=O)(=O)CC (4-(ethylsulfonyl) phenyl) ketoxime